1-(2-trimethylsiloxyethyl)imidazole-4-carbaldehyde C[Si](OCCN1C=NC(=C1)C=O)(C)C